[C@@H]12OCCN([C@H]2C1)C(=O)C=1C2=C(N(N1)C1=CC=C(C=C1)CN1CCOCC1)C=1C=CC=C(C1S(C2)(=O)=O)C (1R,6S)-2-oxa-5-azabicyclo[4.1.0]hept-5-yl-(6-methyl-1-(4-(morpholinomethyl)phenyl)-5,5-dioxido-1,4-dihydrothiochromeno[4,3-c]pyrazol-3-yl)methanone